Tert-butyl (2-chloro-3-((3,5-dimethyl-4-oxo-3,4-dihydroquinazolin-6-yl)oxy)-4-fluorophenyl)carbamate ClC1=C(C=CC(=C1OC=1C(=C2C(N(C=NC2=CC1)C)=O)C)F)NC(OC(C)(C)C)=O